CC=1C=NN2C1C=CC(=C2)C(C)O 1-(3-methylpyrazolo[1,5-a]pyridin-6-yl)ethan-1-ol